ClC1=CC=C(CN2C[C@H](CCC2)C2=CC=NC=3N2N=C(C3CNC[C@H]3CC(OCC3)(C)C)C)C=C1 1-(7-((S)-1-(4-chlorobenzyl)piperidin-3-yl)-2-methylpyrazolo[1,5-a]pyrimidin-3-yl)-N-(((R)-2,2-dimethyltetrahydro-2H-pyran-4-yl)methyl)methanamine